C(#N)C1=CC(=C(C=C1)C1=NN2C(OCCC2)=C1C(=O)OCC1=CC=CC=C1)F Benzyl 2-(4-cyano-2-fluorophenyl)-6,7-dihydro-5H-pyrazolo[5,1-b][1,3]oxazine-3-carboxylate